C1(=CC=C(C=C1)C1=C2C=CC=CC2=C(C2=CC=CC=C12)C=1C2=CC=CC=C2C(=C2C=CC=CC12)C1=CC=C(C=C1)C1=CC=CC=C1)C1=CC=CC=C1 10,10'-bis(biphenyl-4-yl)-9,9'-bianthracene